FC(C(=O)[O-])(F)F.O=C1N(C(CC1)=O)OC(CCCC[C@@H]1SC[C@@H]2NC(N[C@@H]21)=[NH2+])=O (3aS,4S,6aR)-4-(5-((2,5-dioxopyrrolidin-1-yl)oxy)-5-oxopentyl)tetrahydro-1H-thieno[3,4-d]imidazole-2(3H)-iminium 2,2,2-trifluoroacetate